Tetrachloro-p-benzoquinone ClC1=C(C(C(=C(C1=O)Cl)Cl)=O)Cl